(E)-2-(2-chloro-4,6-dinitrophenyl)-N,N-dimethylethen-1-amine ClC1=C(C(=CC(=C1)[N+](=O)[O-])[N+](=O)[O-])/C=C/N(C)C